FC(C=1C=NC(=NC1)N[C@H]1C[C@H](CCC1)C1=NN2C(N=C(C=C2)C(=O)N)=N1)(F)F 2-[(1S,3R)-3-[[5-(trifluoromethyl)pyrimidin-2-yl]amino]cyclohexyl]-[1,2,4]triazolo[1,5-a]pyrimidine-5-carboxamide